O[C@@H]1C[C@H](N(C1)C(=O)[C@@H](C(C)(C)C)NC(CCCCCCCCC(=O)O)=O)C(NCC1=CC=C(C=C1)C1=C(N=CS1)C)=O 10-[[(1R)-1-[(2S,4R)-4-hydroxy-2-[[4-(4-methylthiazol-5-yl)phenyl]methylcarbamoyl]pyrrolidine-1-carbonyl]-2,2-dimethyl-propyl]amino]-10-oxo-decanoic acid